FC1=CC=C(CNC2=C(C=C(C=C2)C(C(=O)N)=C)C2=NC=CC=C2)C=C1 (4-((4-fluorobenzyl)amino)-3-(pyridin-2-yl)phenyl)acrylamide